C(N1N=CC=C1B1OC(C(O1)(C)C)(C)C)([2H])([2H])[2H] 1-(methyl-d3)-5-(4,4,5,5-tetramethyl-1,3,2-dioxaborolan-2-yl)-1H-pyrazole